C(C1=CC=CC=C1)[C@@H]1N(CCCCC1)C1=NC(=CC(N1)=O)N1C[C@H](O[C@@H](C1)C)C 2-((R)-2-benzylazepan-1-yl)-6-((2R,6R)-2,6-dimethylmorpholino)pyrimidin-4(3H)-one